4-(p-toluenesulfonyl)morpholine CC1=CC=C(C=C1)S(=O)(=O)N1CCOCC1